BrC1=CC=CC2=C1SC(=C2CC)C#CCNC2=C(C=C(C(=O)NC)C=C2)OC 4-((3-(7-bromo-3-ethylbenzo[B]thiophen-2-yl)prop-2-yn-1-yl)amino)-3-methoxy-N-methylbenzamide